trifluoroboran tert-butyl-(R)-7-(azetidin-1-yl)-2-ethyl-2,3-dihydropyrido[2,3-f][1,4]oxazepine-4(5H)-carboxylate C(C)(C)(C)OC(=O)N1C[C@H](OC2=C(C1)N=C(C=C2)N2CCC2)CC.FB(F)F